NC=1C2=C(C(NN1)=O)N(N=C2C2=CC=C(CNC(C1=C(C=CC(=C1)F)OC)=O)C=C2)C2CC(CCC2)O N-(4-(4-amino-1-(3-hydroxycyclohexanyl)-7-oxo-6,7-dihydro-1H-pyrazolo[3,4-d]pyridazin-3-yl)benzyl)-5-fluoro-2-methoxybenzamide